C(C)(C)(C)OC(=O)NC(C(=O)O)CCN(CCOC)C(CCCC1=NC=2NCCCC2C=C1)(C)C 2-(tert-butoxycarbonylamino)-4-[[1,1-dimethyl-4-(5,6,7,8-tetrahydro-1,8-naphthyridin-2-yl)butyl]-(2-methoxyethyl)amino]butanoic acid